(Z)-1-Bromodec-4-ene BrCCC\C=C/CCCCC